FC1(C(CCC1)NC(=O)C1=NC=CC(=C1)NC(CC1=C(C=C2C=NNC2=C1)F)=O)F N-(2,2-Difluorocyclopentyl)-4-[[2-(5-fluoro-1H-indazol-6-yl)acetyl]amino]pyridine-2-carboxamide